C(C(=C)C)(=O)OCCCCCCCCCCCCCCCCCCCCCC docosyl methacrylate